1-{[2-(3-methoxyphenyl)[1,2,4]triazolo[1,5-c]quinazolin-5-yl]amino}cyclopentane-1-carboxamide methyl-(E)-3-[5-(isopropylcarbamoyl)furan-2-yl]acrylate COC(\C=C\C=1OC(=CC1)C(NC(C)C)=O)=O.COC=1C=C(C=CC1)C1=NN2C(=NC=3C=CC=CC3C2=N1)NC1(CCCC1)C(=O)N